NC(C(=O)O)CCCCC alpha-aminon-heptanoic acid